NC(C(=O)O)CC(C)C α-amino-isocaproic acid